CC=1C(=NC(=CC1)C)C=1C=NC(=CC1)C1=NNC2=NC=C(C=C21)C=2C=CC1=C(CC[C@H](CC1)N1C3COC[C@H]1C3)C2 3,6-Dimethyl-6'-{5-[(7S)-7-[(1R)-3-oxa-6-azabicyclo[3.1.1]heptan-6-yl]-6,7,8,9-tetrahydro-5H-benzo[7]annulen-2-yl]-1H-pyrazolo[3,4-b]pyridin-3-yl}-2,3'-bipyridine